NCCCCCCCCCCC(=O)N1CCN(CC1)C(=O)C=1C=C2C=CC(=CC2=CC1)CCNC1=CC=NC2=CC=C(C=C12)C#N 4-[2-[6-[4-(11-aminoundecanoyl)piperazine-1-carbonyl]-2-naphthyl]ethylamino]quinoline-6-carbonitrile